tricrotylamine C(C=CC)N(CC=CC)CC=CC